ClC1=C(C=CC(=C1)C(F)(F)F)NC(CN1C=2N(C(C(=C1CC)N1[C@H]([C@H](NCC1)C)C)=O)N=C(N2)C=2CCOCC2)=O N-(2-chloro-4-(trifluoromethyl)phenyl)-2-(2-(3,6-dihydro-2H-pyran-4-yl)-6-((2S,3R)-2,3-dimethylpiperazin-1-yl)-5-ethyl-7-oxo-[1,2,4]triazolo[1,5-a]pyrimidin-4(7H)-yl)acetamide